3-[(5-methylpiperidin-3-yl)methoxy]-2-(trifluoromethyl)pyridine CC1CC(CNC1)COC=1C(=NC=CC1)C(F)(F)F